(S)-N-((3-(4-(2,2-dioxido-2-thia-7-azaspiro[3.5]nonan-7-yl)-3,5-difluorophenyl)-2-oxooxazolidin-5-yl)methyl)thiophene-2-carboxamide O=S1(CC2(C1)CCN(CC2)C2=C(C=C(C=C2F)N2C(O[C@H](C2)CNC(=O)C=2SC=CC2)=O)F)=O